CC1N(CCOC1)C (2S,5R)-dimethylmorpholine